S(O)(O)=O.[Na].CC(=O)C acetone sodium hydrogen bisulfite